C1(CC1)COC=1C(=CC2=CN(N=C2C1)C)N=C(C1=CC=CC=C1)C1=CC=CC=C1 N-(6-(cyclopropylmethoxy)-2-methyl-2H-indazol-5-yl)-1,1-diphenylmethanimine